C1CCCC2CC=CC=C12 hexahydronaphthaline